CN(C(O[C@@H]1[C@H](CCCC1)SSC1=NC=CC=C1)=O)C1=CC=C(C=C1)COC(=O)OC1=CC=C(C=C1)[N+](=O)[O-] (1S,2S)-2-(pyridin-2-yldisulfaneyl)cyclohexyl methyl(4-((((4-nitrophenoxy)carbonyl) oxy)methyl)phenyl)carbamate